C(C)(C)(C)C1=C(OCCCCC(=O)O)C=CC(=C1)C(C)(C)C 5-(2,4-di-tert-butylphenoxy)pentanic acid